N-methyl-methallylbicyclo[2.2.1]hept-5-ene-2,3-dicarboximide CN1C(=O)C2C3(C=CC(C2C1=O)C3)CC(C)=C